N-[7-(hydroxyamino)-7-oxoheptyl]benzamide ONC(CCCCCCNC(C1=CC=CC=C1)=O)=O